O=C1N(CCC(N1)=O)N1C(C2=CC=CC(=C2C1=O)N1CCC(CC1)CN1CCN(CC1)C1=NC=C(C=C1C(F)(F)F)C=1C=CC=2C3=C(N(C2C1)C)C=CN=C3)=O 2-(2,4-dioxotetrahydropyrimidin-1(2H)-yl)-4-(4-((4-(5-(5-methyl-5H-pyrido[4,3-b]indol-7-yl)-3-(trifluoromethyl)pyridin-2-yl)piperazin-1-yl)methyl)piperidin-1-yl)isoindoline-1,3-dione